ClC1=NC(=C2N1C(=CC(=C2)S(N(CC2=CC=C(C=C2)OC)C2(CC2)C#N)(=O)=O)N2CCN(CC2)C(C(C)C)=O)C(=O)NNC(=O)OC(C)(C)C tert-butyl 2-(3-chloro-7-(N-(1-cyanocyclopropyl)-N-(4-methoxybenzyl)sulfamoyl)-5-(4-isobutyrylpiperazin-1-yl)imidazo[1,5-a]pyridine-1-carbonyl)hydrazine-1-carboxylate